(4-phenyltetrahydro-2H-pyran-4-yl)methanone C1(=CC=CC=C1)C1(CCOCC1)C=O